5-(1'-{(1-(3-aminopropyl)-3-(4-(trifluoromethoxy)phenYl)-1H-indol-5-yl)methyl}-[4,4'-bipiperidin]-1-yl)-2-(2,6-dioxopiperidin-3-yl)isoindoline-1,3-dione NCCCN1C=C(C2=CC(=CC=C12)CN1CCC(CC1)C1CCN(CC1)C=1C=C2C(N(C(C2=CC1)=O)C1C(NC(CC1)=O)=O)=O)C1=CC=C(C=C1)OC(F)(F)F